3-fluoro-4-methyl-5-nitro-1H-pyrrolo[2,3-b]pyridine FC1=CNC2=NC=C(C(=C21)C)[N+](=O)[O-]